ClC=1C(=NC=CC1)[Pd-](Cl)Cl (3-chloropyridinyl)dichloropalladium(II)